C(C1=CC=CC=C1)N1C[C@@H](CCC1)NC(=O)C1(CC1)F (R)-N-(1-benzylpiperidin-3-yl)-1-fluorocyclopropane-1-carboxamide